C(C)(C)(C)[C@@]12NC[C@H](NC1)C2 tert-butyl-(1R,4R)-2,5-diaza-bicyclo[2.2.1]heptane